C(#N)[C@@H](C[C@H]1C(NCCC1)=O)NC(=O)[C@H]1N([C@H]2CC([C@@H]1CC2)(F)F)C([C@H](C2=CC=CC=C2)O)=O (1R,3S,4R)-N-((R)-1-cyano-2-((S)-2-oxopiperidin-3-yl)ethyl)-5,5-difluoro-2-((S)-2-hydroxy-2-phenylacetyl)-2-azabicyclo[2.2.2]octane-3-carboxamide